2-{2-[(5-fluoro-1-methyl-1H-1,3-benzodiazol-2-yl)amino]-1,3-benzoxazol-5-yl}acetonitrile FC1=CC2=C(N(C(=N2)NC=2OC3=C(N2)C=C(C=C3)CC#N)C)C=C1